3-[7-[[5-(4-hydroxy-1-piperidyl)-2-pyridyl]amino]-1-oxo-isoindolin-4-yl]imidazo[1,2-a]pyridine-7-carbonitrile OC1CCN(CC1)C=1C=CC(=NC1)NC=1C=CC(=C2CNC(C12)=O)C1=CN=C2N1C=CC(=C2)C#N